C1(=CC=CC=C1)C=1N=C(OC1OCC)C(=O)OCC 4-phenyl-5-ethoxy-2-ethoxycarbonyloxazole